ClC=1C(=NC=CC1C(O)C1=NC=C(N=C1Cl)Cl)OC (3-chloro-2-methoxypyridin-4-yl)(3,5-dichloropyrazin-2-yl)methanol